(S)-2-(1-(8-chloro-1,1-dihydroxy-2-phenyl-2H-benzo[e][1,2]thiazin-3-yl)ethyl)isoindoline-1,3-dione ClC1=CC=CC=2C=C(N(S(C21)(O)O)C2=CC=CC=C2)[C@H](C)N2C(C1=CC=CC=C1C2=O)=O